ClC1=CC=C(C=C1)N1CCN(CC1)CC1=CC(=CC=C1)[N+](=O)[O-] 1-(4-Chlorophenyl)-4-[(3-nitrophenyl)methyl]piperazine